disodium isophthalic acid C(C1=CC(C(=O)O)=CC=C1)(=O)O.[Na].[Na]